5-amino-4-hydroxy-2-(3-carboxymethylphenyl)-furan-3-one NC1=C(C(C(O1)C1=CC(=CC=C1)CC(=O)O)=O)O